DS-tyrosine N[C@H](CC1=CC=C(C=C1)O)C(=O)O